1-(5-cyclopropyl-2-methyl-pyrazol-3-yl)-3-[(1S)-1-(2-pyrimidin-2-yl-1,2,4-triazol-3-yl)ethyl]urea C1(CC1)C=1C=C(N(N1)C)NC(=O)N[C@@H](C)C=1N(N=CN1)C1=NC=CC=N1